N-(4-(4-amino-7-cyano-1-methyl-3-(4-((6-methylpyridin-2-yl)oxy)phenyl)-1H-pyrrolo[3,2-c]pyridin-2-yl)-3-methylphenyl)methacrylamide NC1=NC=C(C2=C1C(=C(N2C)C2=C(C=C(C=C2)NC(C(=C)C)=O)C)C2=CC=C(C=C2)OC2=NC(=CC=C2)C)C#N